9,9-dimethyl-9H-fluoren-2-yl-boric acid CC1(C2=CC=CC=C2C=2C=CC(=CC12)OB(O)O)C